(2S)-1-[2-[4-[[3-(trifluoromethyl)-5-quinolyl]amino]-1-piperidyl]acetyl]pyrrolidine-2-carbonitrile FC(C=1C=NC2=CC=CC(=C2C1)NC1CCN(CC1)CC(=O)N1[C@@H](CCC1)C#N)(F)F